2-(oxazol-5-yl)-N-(1-(tetrahydro-2H-pyran-4-yl)-1H-pyrazol-4-yl)-1H-pyrrolo[3,2-c]pyridin-6-amine O1C=NC=C1C1=CC=2C=NC(=CC2N1)NC=1C=NN(C1)C1CCOCC1